BrC1=CC=C2C=3CC4=C(C=C(C=C4)OC)C4(CCOCC4)C3NC2=C1 3-Bromo-8-methoxy-2',3',5,5',6',11-hexahydrospiro[benzo[b]carbazole-6,4'-pyran]